6-(3-chloro-4-cyclobutoxy-phenyl)pyrimidine-4-carboxylic acid ClC=1C=C(C=CC1OC1CCC1)C1=CC(=NC=N1)C(=O)O